6-amino-9-(4-((4-aminopiperidin-1-yl)methyl)-2-methoxybenzyl)-2-butoxy-9H-purin-8-ol NC1=C2N=C(N(C2=NC(=N1)OCCCC)CC1=C(C=C(C=C1)CN1CCC(CC1)N)OC)O